C(C)O[Si](OCC)(OCC)C[Si](OCC)(OCC)OCC Bistriethoxysilylmethane